4-(4-chlorophenyl)-N-(1-cyclopropylpiperidin-3-yl)phthalazin-1-amine ClC1=CC=C(C=C1)C1=NN=C(C2=CC=CC=C12)NC1CN(CCC1)C1CC1